Sodium dihydrogen phosphate Sodium phosphate P(=O)([O-])([O-])O.[Na+].P(=O)(O)(O)O.[Na+]